(rac)-6'-{[3-(2,3-dichloro-6-fluorophenyl)-1-(prop-2-enoyl)pyrrolidin-3-yl]amino}-1'-methylspiro[cyclobutane-1,3'-indol]-2'-one ClC1=C(C(=CC=C1Cl)F)[C@]1(CN(CC1)C(C=C)=O)NC1=CC=C2C3(C(N(C2=C1)C)=O)CCC3 |r|